C(C1=CC=C(C=C1)NC1=CC=C(C=C1)C([2H])([2H])[2H])([2H])([2H])[2H] bis(4-(methyl-d3)phenyl)amine